5-[(4R,10bS)-8-(5-amino-2-oxa-7-azaspiro[3.4]octane-7-yl)-4-methyl-3,4,6,10b-tetrahydro-1H-pyrazino[2,1-a]isoindol-2-yl]quinoline-8-carbonitrile NC1C2(COC2)CN(C1)C=1C=C2CN3[C@@H](C2=CC1)CN(C[C@H]3C)C3=C1C=CC=NC1=C(C=C3)C#N